CC=1C=C(C=CC1)N(C1=CC=C(C=C1)C1=CC=C(N(C2=CC=CC=C2)C2=CC(=CC=C2)C)C=C1)C1=CC=CC=C1 N,N'-Bis-(3-Methylphenyl)-N,N'-Bis-(Phenyl)-Benzidin